Homopropargylglycine NC(CCC#C)C(=O)O